(E)-7-chloro-4-(2-(3-fluoro-4-(1H-imidazol-1-yl)benzylidene)hydrazino)quinoline hydrochloride Cl.ClC1=CC=C2C(=CC=NC2=C1)N/N=C/C1=CC(=C(C=C1)N1C=NC=C1)F